[Hg]C#N.[Hg]F mercury fluoride mercury cyanide